N-(3-(1-(piperidin-4-ylmethyl)-1H-indol-2-yl)-1H-pyrazol-5-yl)-4-((1-methylpiperidin-4-yl)amino)benzamide N1CCC(CC1)CN1C(=CC2=CC=CC=C12)C1=NNC(=C1)NC(C1=CC=C(C=C1)NC1CCN(CC1)C)=O